ClC1=CC=C2C=C(C=NC2=C1)C(=O)N[C@@H]1CN[C@H](CC1)C=1OC(=NN1)C1=CC=C(C=C1)Cl 7-chloro-N-[(3s,6r)-6-[5-(4-chlorophenyl)-1,3,4-oxadiazol-2-yl]-3-piperidinyl]quinoline-3-carboxamide